ethyl 2-((1-(pyridin-2-yl)-1H-1,2,3-triazol-4-yl)methyl)oxazole-4-carboxylate N1=C(C=CC=C1)N1N=NC(=C1)CC=1OC=C(N1)C(=O)OCC